N-((1s,4s)-4-(6-chloro-3-(methyl-d3)-2-oxo-2,3-dihydro-1H-imidazo[4,5-c]pyridin-1-yl)-1-methylcyclohexyl)cyclopropanecarboxamide ClC1=CC2=C(C=N1)N(C(N2C2CCC(CC2)(C)NC(=O)C2CC2)=O)C([2H])([2H])[2H]